3-(1-oxo-5-(((1R,2S)-2-((S)-3-phenylpyrrolidin-1-yl)cyclohexyl)oxy)isoindolin-2-yl)piperidine-2,6-dione O=C1N(CC2=CC(=CC=C12)O[C@H]1[C@H](CCCC1)N1C[C@@H](CC1)C1=CC=CC=C1)C1C(NC(CC1)=O)=O